O1CCOC12C(CCCC2)N2N=CC(=C2)C=2C(=C(C=CC2)NC2=C(N=NC(=C2)NC(=O)C2CC2)C(=O)N)OC 4-((3-(1-(1,4-dioxaspiro[4.5]decan-6-yl)-1H-pyrazol-4-yl)-2-methoxyphenyl)amino)-6-(cyclopropanecarboxamido)pyridazine-3-carboxamide